Tert-butyl N-[4-[[4-[3-[(2,6-dioxo-3-piperidyl)amino]phenyl]piperazin-1-yl]methyl] cyclohexyl]carbamate O=C1NC(CCC1NC=1C=C(C=CC1)N1CCN(CC1)CC1CCC(CC1)NC(OC(C)(C)C)=O)=O